[4-cyano-3-[1-[(2,4-dimethoxyphenyl)methylamino]-4-methylphthalazin-6-yl]phenyl]boronic acid C(#N)C1=C(C=C(C=C1)B(O)O)C=1C=C2C(=NN=C(C2=CC1)NCC1=C(C=C(C=C1)OC)OC)C